4-bromo-2-isopropyl-2,5,6,7-tetrahydro-1H-cyclopenta[c]pyridine BrC=1C2=C(CN(C1)C(C)C)CCC2